NC1=C(N=CC(=N1)N1C[C@@H]2[C@H](C1)CC(C2)(N)C)C2=C(C(=CC=C2)Cl)F (3ar,5r,6as)-2-(6-amino-5-(3-chloro-2-fluorophenyl)pyrazin-2-yl)-5-methyl-octahydrocyclopenta[c]pyrrol-5-amine